C1(CC1)C=1N=CN(C1)C1=CC=CC2=C1N=C(S2)C(=O)Cl (4-cyclopropyl-1H-imidazol-1-yl)benzo[d]thiazole-2-carbonyl chloride